3-[2-acetyl-3-(1-methylindazol-5-yl)-3,4-dihydropyrazol-5-yl]-6-chloro-4-phenyl-1H-quinolin-2-one C(C)(=O)N1N=C(CC1C=1C=C2C=NN(C2=CC1)C)C=1C(NC2=CC=C(C=C2C1C1=CC=CC=C1)Cl)=O